N-[2-Methyl-4-(4-trifluoromethyl-benzylamino)-phenyl]-2-morpholin-4-yl-acetamide CC1=C(C=CC(=C1)NCC1=CC=C(C=C1)C(F)(F)F)NC(CN1CCOCC1)=O